8-[1-(difluoromethyl)-1H-pyrazol-4-yl]-N,N-bis(4-methoxybenzyl)-2-(morpholin-4-yl)pyrazolo[1,5-a][1,3,5]triazin-4-amine FC(N1N=CC(=C1)C=1C=NN2C1N=C(N=C2N(CC2=CC=C(C=C2)OC)CC2=CC=C(C=C2)OC)N2CCOCC2)F